SC(C(=O)NCC(=O)O)C N-[2-mercaptopropionyl]glycine